ClC=1C=C(C(=O)NC2=C3C(N(C=NC3=CC=C2)C2=CC=CC=C2)=O)C=CC1O 3-chloro-4-hydroxy-N-(4-oxo-3-phenyl-3,4-dihydroquinazolin-5-yl)benzamide